esylate hydrate O.S(=O)(=O)(O)CC